C(#N)C=1C=C2C(=CC1)NC(C21CCN(CC1)CCOC=1C=C2CCN(CC2=CC1)C(=O)NC)=O 6-(2-{5-cyano-2-oxo-1,2-dihydrospiro[indole-3,4'-piperidin]-1'-yl}ethoxy)-N-methyl-1,2,3,4-tetrahydroisoquinoline-2-carboxamide